4-chloro-2-(pyridin-2-yl)-6-(trifluoromethyl)thieno[2,3-d]pyrimidine ClC=1C2=C(N=C(N1)C1=NC=CC=C1)SC(=C2)C(F)(F)F